2-acetamido-4-bromo-3-fluorobenzoic acid methyl ester COC(C1=C(C(=C(C=C1)Br)F)NC(C)=O)=O